ethyl 5-(4-cyclopropylphenyl)-2-methylbenzofuran-3-carboxylate C1(CC1)C1=CC=C(C=C1)C=1C=CC2=C(C(=C(O2)C)C(=O)OCC)C1